ethyl 1-(2-bromo-4-chloro-phenyl)sulfonyl-4-fluoro-piperidine-4-carboxylate BrC1=C(C=CC(=C1)Cl)S(=O)(=O)N1CCC(CC1)(C(=O)OCC)F